NC1=CC(=C(C(=O)OC)C=C1[N+](=O)[O-])Cl methyl 4-amino-2-chloro-5-nitro-benzoate